FC1=C(C(=CC=C1)F)N1C(NC2=C(C=CC=C2C1=O)C)=S 3-(2,6-Difluorophenyl)-8-methyl-4-oxo-2-thioxo-1,2,3,4-tetrahydroquinazoline